6-{[2-(4-aminopiperidin-1-yl)ethyl]carbamoyl}-1,3-diethyl-1H-1,3-benzodiazol-3-ium NC1CCN(CC1)CCNC(=O)C=1C=CC2=C(N(C=[N+]2CC)CC)C1